1-[4-trifluoromethoxyphenyl]-3-[3,5-dimethyl-4-t-butoxyphenyl]prop-2-en-1-one FC(OC1=CC=C(C=C1)C(C=CC1=CC(=C(C(=C1)C)OC(C)(C)C)C)=O)(F)F